N-[2-(5-fluoro-1H-indol-3-yl)ethyl]but-3-en-2-amine FC=1C=C2C(=CNC2=CC1)CCNC(C)C=C